N12C(NC=C2)=NC=2N=CNC2C1=O 1,N<2>-ethenoguanine